BrC1(SC(=C(N1)OC(F)(F)F)C(=O)NC1=CC=C(C=C1Br)C(F)(F)F)C 2,6'-dibromo-2-methyl-4-trifluoromethoxy-4'-trifluoromethyl-1,3-thiazole-5-carboxanilide